C(C=C)(=O)N1C[C@@H](N(CC1)C=1C2=C(N(C(N1)=O)C1=C(C=CC=C1S(=O)(=O)C)C1CC1)N=C(C(=C2)F)C2=C(C=CC=C2F)F)C (S)-4-(4-acryloyl-2-methylpiperazin-1-yl)-1-(2-cyclopropyl-6-(methylsulfonyl)phenyl)-7-(2,6-difluorophenyl)-6-fluoropyridino[2,3-d]pyrimidin-2(1H)-one